C1(CC1)C1=CC(=C(C2=C1N(N=N2)C)C)[C@@H](CC(=O)O)C=2C=C1CCCC1=C(C2)CN2C[C@H](OC1=C([C@@H]2C)N=CC=C1)CC (3S)-3-(7-Cyclopropyl-1,4-dimethyl-1H-benzotriazol-5-yl)-3-(7-{[(2R,5S)-2-ethyl-5-methyl-2,3-dihydropyrido[2,3-f][1,4]oxazepin-4(5H)-yl]methyl}-2,3-dihydro-1H-inden-5-yl)propanoic acid